[Zn+2].[O-2].[Fe+2].[O-2] iron-oxide zinc